benzyl (3aR,7aS)-1-(5-isopropoxypyrimidin-2-yl)-3,3a,4,6,7,7a-hexahydro-2H-pyrrolo[3,2-c]pyridine-5-carboxylate C(C)(C)OC=1C=NC(=NC1)N1CC[C@@H]2CN(CC[C@@H]21)C(=O)OCC2=CC=CC=C2